N[C@@H](CC(=O)O)C(=O)O.N[C@@H](CCCN)C(=O)O ornithine aspartate salt